NC1=C(C=C(N=N1)C1=C(C=CC=C1)O)N1CC2CCC(C1)N2C2=CC(=NC=C2)C#CCN2C1CCCC1C2 2-[6-amino-5-[8-[2-[3-(6-azabicyclo[3.2.0]heptan-6-yl)prop-1-ynyl]-4-pyridyl]-3,8-diazabicyclo[3.2.1]octan-3-yl]pyridazin-3-yl]phenol